C1(CC1)C=1C(=NSC1C(=O)NC1=CC(=NC=C1)C(F)(F)F)C1=CC=NC=C1 4-cyclopropyl-3-(pyridin-4-yl)-N-[2-(trifluoromethyl)pyridin-4-yl]-1,2-thiazole-5-carboxamide